C(CCCCCC)(=O)N[C@@H](CC1=CNC2=CC=CC=C12)C(=O)O N-heptanoyl-tryptophan